11-(hydroxymethylene)-6,6-dimethyl-1,4,9-trioxadispiro[4.2.48.25]tetradecan-12-one OC=C1COC2(CC(C3(OCCO3)CC2)(C)C)C1=O